ClC1=CC=C(C(=N1)C(=O)NS(=O)(=O)C)N[C@H](C)C1=CC(=CC=2C(C(=C(OC21)C2=NC=CC=C2)C)=O)C 6-chloro-3-[[(1R)-1-[3,6-dimethyl-4-oxo-2-(2-pyridinyl)benzopyran-8-yl]ethyl]amino]-N-methylsulfonyl-pyridine-2-carboxamide